chloro-3-(3-methoxytetrahydrofuran-3-yl)picolinonitrile ClC1=C(C(=NC=C1)C#N)C1(COCC1)OC